(R)-6-(2-(3-chlorophenyl)-2-hydroxyacetyl)-2-(1-(5-(isothiazol-4-yl)pyridin-3-yl)cyclopropyl)-5,6,7,8-tetrahydropyrido[4,3-d]pyrimidin-4(3H)-one ClC=1C=C(C=CC1)[C@H](C(=O)N1CC2=C(N=C(NC2=O)C2(CC2)C=2C=NC=C(C2)C=2C=NSC2)CC1)O